1-(4-(tert-butyl)phenyl)-1H-pyrrole-2,5-dione C(C)(C)(C)C1=CC=C(C=C1)N1C(C=CC1=O)=O